ClC1=CC(=NC2=CC=C(C=C12)N1CC(OC(C1)C)C)C 4-(4-chloro-2-methylquinolin-6-yl)-2,6-dimethylmorpholine